(6-(tert-Butoxycarbonyl)-5-(dimethylamino)pyridin-3-yl)boronic acid C(C)(C)(C)OC(=O)C1=C(C=C(C=N1)B(O)O)N(C)C